N-(3,5-dimethoxyphenyl)-4-(2-iodo-6,7-dihydropyrazolo[1,5-a]pyrimidin-4(5H)-yl)pyrimidin-2-amine COC=1C=C(C=C(C1)OC)NC1=NC=CC(=N1)N1C=2N(CCC1)N=C(C2)I